di(2,4,6-trimethyl-benzoyl)-phenyl-phosphine oxide CC1=C(C(=O)P(C2=CC=CC=C2)(C(C2=C(C=C(C=C2C)C)C)=O)=O)C(=CC(=C1)C)C